C12CNCC(CC1)N2C=2C(=C1C(N(C(C1=C(C2F)F)=O)C2C(NC(CC2)=O)=O)=O)F 5-(3,8-diazabicyclo[3.2.1]octan-8-yl)-2-(2,6-dioxopiperidin-3-yl)-4,6,7-trifluoroisoindoline-1,3-dione